Nω-amino-L-arginine NNC(NCCC[C@H](N)C(=O)O)=N